FC(C(=N)C1=CC=C(C=C1)C=C)(F)F 2,2,2-Trifluoro-1-(4-vinylphenyl)ethan-1-imine